ClC=1C=C(CN2[C@@H](CCCC2)C(=O)O)C=CC1OCC=1C(=C(C=CC1)C1=C(C(=CC=C1)C1=NOC(=N1)CO)C)C (S)-1-(3-chloro-4-((3'-(5-(hydroxymethyl)-1,2,4-oxadiazol-3-yl)-2,2'-dimethyl-[1,1'-biphenyl]-3-yl)methoxy)benzyl)piperidine-2-carboxylic acid